C(C1=CC=CC=C1)N1CCN(CC1)C1=CC2=C(N=C(N=C2N[C@H](C)C2=C(C(=CC=C2)C(F)(F)F)F)C)N=C1Cl (R)-6-(4-benzylpiperazin-1-yl)-7-chloro-N-(1-(2-fluoro-3-(trifluoromethyl)phenyl)ethyl)-2-methylpyrido[2,3-d]pyrimidin-4-amine